[(2R,3R,4R,5R)-5-(4-amino-2-oxopyrimidin-1-yl)-4-fluoro-4-methyl-3-(2-methylpropanoyloxy)oxolan-2-yl]methyl 2-methylpropanoate CC(C(=O)OC[C@H]1O[C@H]([C@]([C@@H]1OC(C(C)C)=O)(C)F)N1C(N=C(C=C1)N)=O)C